OCC1C(NC2=CC=CC=C2C1C1=CC=CC=C1)=O 3-hydroxymethyl-4-phenyl-3,4-dihydroquinolinone